COCCOCC[N+](C)(C)CCOC N-[2-(2-methoxyethoxy)ethyl]-N-(2-methoxyethyl)-N,N-dimethylammonium